nickel-ruthenium titanium [Ti].[Ru].[Ni]